bis[2-(methyldimethoxysilyl)1,3-dipropyl-1,3-propanedione] platinum (II) [Pt+2].C[Si](C(C(=O)CCC)C(=O)CCC)(OC)OC.C[Si](C(C(=O)CCC)C(=O)CCC)(OC)OC